5-(2-bromophenyl)-3-(1-methyl-1H-benzo[d][1,2,3]triazol-5-yl)-1,2,4-oxadiazole BrC1=C(C=CC=C1)C1=NC(=NO1)C1=CC2=C(N(N=N2)C)C=C1